3-(azidomethyl)-5-methoxy-1H-indole N(=[N+]=[N-])CC1=CNC2=CC=C(C=C12)OC